4-(6-bromo-2-pyridyl)-4-methoxy-1,1-dioxo-thiane-2-carbaldehyde oxime BrC1=CC=CC(=N1)C1(CC(S(CC1)(=O)=O)C=NO)OC